FC1(CC(C1)OC1=C(C(=C(C=C1)[C@H]1[C@@H](O[C@]([C@H]1C)(C(F)(F)F)C)C(=O)NC1=CC(=NC=C1)C(=O)N)OC)F)F 4-((2R,3S,4S,5R)-3-(4-(3,3-difluorocyclobutoxy)-3-fluoro-2-methoxyphenyl)-4,5-dimethyl-5-(trifluoromethyl)tetrahydrofuran-2-carboxamido)pyridineamide